6,7-dimethoxy-2-methyl-N-(1-(4-(2-((methylamino)methyl)phenyl)selenophen-2-yl)ethyl)quinazolin-4-amine COC=1C=C2C(=NC(=NC2=CC1OC)C)NC(C)C=1[Se]C=C(C1)C1=C(C=CC=C1)CNC